FC(C1=C2CN(C(C2=CC(=C1)CNC1(CCC1)C)=O)C1=CC(=CC=C1)[C@@H](C1=NN=CN1C)C1CC(C1)F)F 4-(difluoromethyl)-2-(3-((S)-((1r,3S)-3-fluorocyclobutyl)(4-methyl-4H-1,2,4-triazol-3-yl)methyl)phenyl)-6-(((1-methylcyclobutyl)amino)methyl)isoindolin-1-one